ClC1=C(C=CC(=C1)F)C1=CC(OC2=CC(=CC=C12)O[C@@H](C(N1CCN(CC1)C(CC)=O)=O)C)=O 4-(2-chloro-4-fluoro-phenyl)-7-[(1R)-1-methyl-2-oxo-2-(4-propionylpiperazin-1-yl)ethoxy]chromen-2-one